[4-[2-[rac-(1S,3S)-3-aminocyclohexyl]-3H-imidazo[4,5-b]pyridin-7-yl]-1-piperidyl]-[4-(trifluoromethoxy)phenyl]methanone N[C@@H]1C[C@H](CCC1)C1=NC=2C(=NC=CC2C2CCN(CC2)C(=O)C2=CC=C(C=C2)OC(F)(F)F)N1 |r|